4-[({3-[1-(Morpholin-4-carbonyl)-4-oxo-3-(trifluoromethyl)azetidin-2-yl]-1-(1,3-thiazol-4-carbonyl)-1H-pyrazol-5-yl}oxy)methyl]benzol N1(CCOCC1)C(=O)N1C(C(C1=O)C(F)(F)F)C1=NN(C(=C1)OCC1=CC=CC=C1)C(=O)C=1N=CSC1